C(C)(C)(C)OC(C(=O)C=1C(=NC(=CC1)F)F)=O 2-(2,6-Difluoro-3-pyridinyl)-2-oxo-acetic acid tert-butyl ester